ClC1=CC2=C(C=N1)C(=NN2C2=C(C=CC(=C2)S[Si](C(C)C)(C(C)C)C(C)C)OC(F)F)C 6-chloro-1-(2-(difluoromethoxy)-5-((triisopropylsilyl)thio)Phenyl)-3-methyl-1H-Pyrazolo[4,3-c]pyridine